Cl.CN(C)[C@H](C)C1=CC=C(C=C1)C1=C(C=C(C=2NC(C3=C(C=CC=C3C12)O)=O)Cl)O (R)-1-(4-(1-(N,N-dimethyl)aminoethyl)phenyl)-4-chloro-2,7-dihydroxy-6(5H)-phenanthridinone hydrochloride